2-(thiophen-3-yl)-9H-purin S1C=C(C=C1)C1=NC=C2N=CNC2=N1